N-hydroxy-1-(2-((2-hydroxyethyl)amino)Ethyl)-1H-imidazole-4-carboxamide ONC(=O)C=1N=CN(C1)CCNCCO